C(C)C(CP(O)(=O)C(CCCCCC)C)CCCC (2-ethylhexyl)(1-methyl-heptyl)phosphinic acid